C(C)(=O)N[C@@H](CCC(=O)N[C@@H](CS)C(=O)NCC(=O)O)C(=O)O ethanoyl-gamma-glutamylcysteinylglycine